(S)-(2-(benzyloxy)-4,6-dihydroxyphenyl)(6-((dimethylamino)methyl)-8-((tetrahydrofuran-3-yl)amino)-3,4-dihydroisoquinolin-2(1H)-yl)methanone C(C1=CC=CC=C1)OC1=C(C(=CC(=C1)O)O)C(=O)N1CC2=C(C=C(C=C2CC1)CN(C)C)N[C@@H]1COCC1